N1[C@H](CCCC1)CC(=O)O (R)-2-(PIPERIDIN-2-YL)ACETIC ACID